O[C@@H]1CN(CC1)NC\C=C/C1=C(C=CC(=C1)F)S(=O)(=O)NC1=CC=C2[C@@H]3[C@H](COC2=C1C(=O)O)C3 |&1:25,26| (1aRS,7bSR)-5-{2-[(Z)-3-((S)-3-hydroxypyrrolidin-1-yl)aminoprop-1-enyl]-4-fluorobenzenesulfonylamino}-1,1a,2,7b-tetrahydrocyclopropa[c]chromene-4-carboxylic acid